FC1=C(C=CC(=C1)B1OC(C(O1)(C)C)(C)C)C1=CN(C(O1)=O)C1C(N(C(CC1)=O)COCC[Si](C)(C)C)=O 3-(5-(2-Fluoro-4-(4,4,5,5-tetramethyl-1,3,2-dioxaborolan-2-yl)phenyl)-2-oxooxazol-3(2H)-yl)-1-((2-(trimethylsilyl)ethoxy)methyl)piperidine-2,6-dione